methyl 6-bromo-5-fluoroimidazo[1,5-a]pyrazine-1-carboxylate BrC=1N=CC=2N(C1F)C=NC2C(=O)OC